(4-amino-4-methylpiperidin-1-yl)(5-(2,3-dichlorophenoxy)furan-2-yl)methanone NC1(CCN(CC1)C(=O)C=1OC(=CC1)OC1=C(C(=CC=C1)Cl)Cl)C